NC1=C(N=CC2=C(C=CC=C12)C1=C(C=NN1)OC)C(=O)NCCC 4-amino-8-(4-methoxy-1H-pyrazol-5-yl)-N-propylisoquinoline-3-carboxamide